C(C=C)(=O)N1C[C@@H](CCC1)C(=O)N (R)-1-acryloylpiperidine-3-carboxamide